NC1=C2N=CN(C2=NC(=N1)F)[C@H]1[C@@H]([C@@H]([C@@](O1)(CCC)CO)O)O (2R,3S,4R,5R)-5-(6-amino-2-fluoro-9H-purin-9-yl)-2-(hydroxymethyl)-2-propyltetrahydrofuran-3,4-diol